Cl.C(C)(C)(C)C1=CC=C(CON=C(C)C2=CC=C(C=C2)C2=NOC(=N2)[C@H]2CN(CC2)C(N)=N)C=C1 (R)-3-(3-(4-(1-(((4-(tert-butyl)benzyl)oxy)imino)ethyl)phenyl)-1,2,4-oxadiazol-5-yl)pyrrolidine-1-carboximidamide hydrochloride